4-tosylcoumarin S(=O)(=O)(C1=CC=C(C)C=C1)C1=CC(OC2=CC=CC=C12)=O